(2R,3S)-1-benzhydryl-2-methylazetidin-3-yl methanesulfonate CS(=O)(=O)O[C@@H]1[C@H](N(C1)C(C1=CC=CC=C1)C1=CC=CC=C1)C